3-[3-(3-ethyl-3-oxetanyl)propyl]-7-oxabicyclo[4.1.0]heptane C(C)C1(COC1)CCCC1CC2OC2CC1